(3R)-4-[4-(dimethyl-1H-1,2,3-triazol-5-yl)-5-methyl-7-(3-methyl-1H-pyrazol-5-yl)imidazo[1,5-b]pyridazin-2-yl]-3-methylmorpholine CC=1N=NN(C1C=1C=2N(N=C(C1)N1[C@@H](COCC1)C)C(=NC2C)C2=CC(=NN2)C)C